COC1=NC=2CCN(CC2C=C1NC1=NC2=C(C=CC=C2C=N1)C=1C=NN2C1C=CC=C2)C N-(2-methoxy-6-methyl-5,6,7,8-tetrahydro-1,6-naphthyridin-3-yl)-8-(pyrazolo[1,5-a]pyridin-3-yl)quinazolin-2-amine